ClC1=C(C(=CC=C1)F)CN1C(=NOC1=O)C(O)C1=C(C=C(C=C1)F)F 4-[(2-chloro-6-fluorophenyl)methyl]-3-[(2,4-difluorophenyl)(hydroxy)methyl]-4,5-dihydro-1,2,4-oxadiazol-5-one